BrC=1C(=CC(=C(C1)NC(=O)N[C@@H](C)C=1N(N=CN1)C1=NC=CC=N1)F)F 1-(5-bromo-2,4-difluoro-phenyl)-3-[(1S)-1-(2-pyrimidin-2-yl-1,2,4-triazol-3-yl)ethyl]urea